C(CCCCCCCCC)C1=C(C=CC=C1)NC(NC1=C(C=CC=C1)CCCCCCCCCC)=O di(decylphenyl)urea